tert-butyl 4-{2,7-dichloro-8-fluoropyrido[4,3-d]pyrimidin-4-yl}piperazine-1-carboxylate ClC=1N=C(C2=C(N1)C(=C(N=C2)Cl)F)N2CCN(CC2)C(=O)OC(C)(C)C